9,9'-(3-(3,6-dimethyl-9H-carbazol-9-yl)-4-(2-(2,6-diphenylpyridin-4-yl)phenyl)pyridine-2,6-diyl)bis(3-(4-(9H-carbazol-9-yl)phenyl)-9H-carbazole) CC=1C=CC=2N(C3=CC=C(C=C3C2C1)C)C=1C(=NC(=CC1C1=C(C=CC=C1)C1=CC(=NC(=C1)C1=CC=CC=C1)C1=CC=CC=C1)N1C2=CC=CC=C2C=2C=C(C=CC12)C1=CC=C(C=C1)N1C2=CC=CC=C2C=2C=CC=CC12)N1C2=CC=CC=C2C=2C=C(C=CC12)C1=CC=C(C=C1)N1C2=CC=CC=C2C=2C=CC=CC12